tert-butyl (R)-(1-(4-(pyridin-4-ylcarbamoyl)phenyl)ethyl)carbamate N1=CC=C(C=C1)NC(=O)C1=CC=C(C=C1)[C@@H](C)NC(OC(C)(C)C)=O